2-isopropenyl-5-oxopyrazolo[1,5-a]pyridin C(=C)(C)C=1NN2C(=CC(C=C2)=O)C1